4-(2-aminoethyl)piperazine-1-carboxylic acid benzyl ester C(C1=CC=CC=C1)OC(=O)N1CCN(CC1)CCN